2-[4-(6-{[2-({α-D-mannopyranosyl-(1->3)-[α-D-mannopyranosyl-(1->6)]-α-D-mannopyranosyl}oxy) ethyl]amino}-6-oxohexanamido) butyl]-4,10,13-trioxo-3,6,11,14-tetraazaicosan-20-oate [C@H]1([C@@H](O)[C@@H](O)[C@H](O)[C@H](O1)CO)O[C@@H]1[C@@H]([C@H](O[C@@H]([C@H]1O)CO[C@@H]1[C@@H](O)[C@@H](O)[C@H](O)[C@H](O1)CO)OCCNC(CCCCC(=O)NCCCCC(C)NC(CNCCCC(NCC(NCCCCCC(=O)[O-])=O)=O)=O)=O)O